OCC1NC(C=2N(C1)C=C(N2)C2=NC(=NC=C2C)SC)=O 6-(hydroxymethyl)-2-(5-methyl-2-methylsulfanyl-pyrimidin-4-yl)-5,6-dihydroimidazo[1,2-a]pyrazin-8-one